NC1=NC=CC=C1C1=NC=2C(=NC(=CC2)C2=CC=CC=C2)N1C1=CC=C(CN2CCN(CC2)NC2=NC(=NC=C2)C#N)C=C1 4-((4-(4-(2-(2-aminopyridin-3-yl)-5-phenyl-3H-imidazo[4,5-b]pyridin-3-yl)benzyl)piperazin-1-yl)amino)pyrimidine-2-carbonitrile